C(=O)(OCC1=CC=CC=C1)N(C(=O)OCCCCCCCCCCCCCCCCCCCCCCCC)OCC1=CC=CC=C1.[C] carbon 1-tetracosanol CBzBenzyloxycarbamate